C(C)(C)(C)P(C(C)(C)C)C(C)(C)C.C(C)(C)(C)P(C(C)(C)C)C(C)(C)C.[Pd] palladium bis(tri-tert-butylphosphane)